6-(4-methoxypyridin-3-yl)-4-methyl-1-(4-((2R,3S)-2-methyl-3-((methylsulfonyl)methyl)azetidin-1-yl)-6-(vinyloxy)pyridin-2-yl)-1H-pyrazolo[4,3-c]pyridine COC1=C(C=NC=C1)C1=CC2=C(C(=N1)C)C=NN2C2=NC(=CC(=C2)N2[C@@H]([C@H](C2)CS(=O)(=O)C)C)OC=C